ClC1=NC(=CC(=C1)C)C 2-Chloro-4,6-lutidine